C(C=C(C)C)C(C(C(O)CC=C(C)C)O)O diprenyl-glycerin